N-[(1S)-2-[(5-chloro-6-methyl-2-pyridyl)oxy]-1-methyl-ethyl]-1,1,1-trifluoro-methanesulfonamide ClC=1C=CC(=NC1C)OC[C@H](C)NS(=O)(=O)C(F)(F)F